NC1(COC1)CNC1=NC(=NC2=CC=C(C=C12)C(F)(F)F)N1CCSC2=C(C1)N=CC=C2 4-(4-(((3-aminooxetane-3-yl)methyl)amino)-6-(trifluoromethyl)quinazolin-2-yl)-2,3,4,5-tetrahydropyrido[2,3-f][1,4]thiazepine